sodium-yttrium [Y].[Na]